sodium 2-propyne-1-sulfonate C(C#C)S(=O)(=O)[O-].[Na+]